C1(=CC=CC=C1)[C@H](CC1=NC=CC=C1)NC(=O)[C@H]1NCCC1 ((S)-2-phenyl-2-((S)-pyrrolidine-2-carboxamido)ethyl)pyridine